FC1=C(C=CC(=C1)F)[C@]([C@@H](C)N1CCCCC1)(CN1N=CN=C1)O 1-((2r,3r)-3-(2,4-difluorophenyl)-3-hydroxy-4-(1H-1,2,4-triazol-1-yl)-2-butyl)piperidin